Cl.NCCCCNC(CCCNC(=O)N1C=CC2=C1N=CN=C2N(C)[C@H]2CN(CC[C@H]2C)C(CC#N)=O)=O N-[4-(4-aminobutylamino)-4-oxo-butyl]-4-[[(3R,4R)-1-(2-cyanoacetyl)-4-methyl-3-piperidinyl]-methyl-amino]pyrrolo[2,3-d]pyrimidine-7-carboxamide hydrochloride